(3,4,4-trifluorobut-3-en-1-yl)-1,2,4-oxadiazol FC(CCC1=NOC=N1)=C(F)F